S1C(=CC=C1)C=1C=NC=C(C=O)C1 5-(thiophen-2-yl)nicotinaldehyde